CC=1C(=C(C=CC1)S(=O)(=O)O)C.N[C@@H](CC(C)C)C(=O)O.N[C@@H](CC(C)C)C(=O)O di-leucine dimethylbenzenesulfonate